N-(5-methylsulfanyl-pyridin-2-yl)-acetamide CSC=1C=CC(=NC1)NC(C)=O